methyl 2-mercaptobenzo[d]oxazole-7-carboxylate SC=1OC2=C(N1)C=CC=C2C(=O)OC